ClC1=NC=C2C=C(N=C(C2=C1)N1CC(C1)(F)F)C1=C(C(=CC(=C1Cl)OC)OC)Cl 7-chloro-3-(2,6-dichloro-3,5-dimethoxyphenyl)-1-(3,3-difluoroazetidin-1-yl)-2,6-naphthyridine